FC1=C(C(=CC=C1)OC)C1=NC=CC(=N1)NC1=NC=C(C(=C1)N1C[C@H](CCC1)O)C=1C=NN(C1)C1CCN(CC1)C (S)-1-(2-((2-(2-fluoro-6-methoxyphenyl)pyrimidin-4-yl)amino)-5-(1-(1-methylpiperidin-4-yl)-1H-pyrazol-4-yl)pyridin-4-yl)piperidin-3-ol